FC1=C(C(=NN1C)C)C(=O)NC1=C(C=CC=C1)C1=CC=C(C=C1)C#CC(C)(C)OC 5-Fluoro-N-[4'-(3-methoxy-3-methylbut-1-yne-1-yl)biphenyl-2-yl]-1,3-dimethyl-1H-pyrazole-4-carboxamide